CC1=CC=CC=2C3=C(NS(C21)(C)=O)C=CC=C3 4-methyl-5-methyldibenzo[c,e][1,2]thiazin-5-oxide